methacrylamide N-oxide C(C(=C)C)(=O)[NH2]=O